4-(2-(2-morpholinoethoxy)-4-(piperazin-1-yl)pyrido[4,3-d]pyrimidin-7-yl)naphthalen-2-ol O1CCN(CC1)CCOC=1N=C(C2=C(N1)C=C(N=C2)C2=CC(=CC1=CC=CC=C21)O)N2CCNCC2